4-(4-((4-fluorobenzyl)oxy)benzyl)-5-methyl-2-(4-(pyridin-4-yl)phenyl)oxazole FC1=CC=C(COC2=CC=C(CC=3N=C(OC3C)C3=CC=C(C=C3)C3=CC=NC=C3)C=C2)C=C1